C(C)(C)(C)C1=CC=C(C[C@@H]2[C@@H]([C@H](OC2)C2=CC(=C(C=C2)OC)OC)COC(=O)C2CCCC2)C=C1 ((2S,3R,4R)-4-(4-(tert-butyl)benzyl)-2-(3,4-dimethoxyphenyl)tetrahydrofuran-3-yl)methylcyclopentanecarboxylate